10-(3,5-dibromophenyl)-10H-phenoxazine BrC=1C=C(C=C(C1)Br)N1C2=CC=CC=C2OC=2C=CC=CC12